6-((7,8-dihydro-1,6-naphthyridin-6(5H)-yl)methyl)-2-(3-(3-((4-methyl-4H-1,2,4-triazol-3-yl)methyl)oxetan-3-yl)phenyl)-4-(trifluoromethyl)isoindolin-1-one N1=CC=CC=2CN(CCC12)CC1=CC(=C2CN(C(C2=C1)=O)C1=CC(=CC=C1)C1(COC1)CC1=NN=CN1C)C(F)(F)F